C[SiH2]C1=CC(=C2C=NNC2=C1)C=1N=NNC1 4-(6-(methylsilyl)-1H-indazol-4-yl)-1H-1,2,3-triazole